Azothiophene C1=CSC(=C1)N=NC2=CC=CS2